CC(CC(=O)O)(CC(=O)O)C 3,3-dimethyl-glutaric acid